CC1(OCC[C@@H](C1)C1=NC2=CC=C(C=C2C=N1)CN1C[C@H](CC1)OC=1C=C2CN(C(C2=CC1)=O)C1C(NC(CC1)=O)=O)C 3-(5-(((S)-1-((2-((S)-2,2-Dimethyltetrahydro-2H-pyran-4-yl)quinazolin-6-yl)methyl)pyrrolidin-3-yl)oxy)-1-oxoisoindolin-2-yl)piperidine-2,6-dione